Cl.C1(=CC=CC=C1)O phenol hydrochlorid